3,3,3-trichloro-1-(2-fluoro-4-methoxyphenyl)propan-1-ol ClC(CC(O)C1=C(C=C(C=C1)OC)F)(Cl)Cl